O1CCOCC1 dioxane